C(#C)C1CNC1 3-Ethynyl-azetidine